C(C)(=O)[C@@]1([C@H](SC2=CC=C(C=C2)C)O[C@H]([C@H]([C@H]1OC)OC(C)=O)C)O para-Methylphenyl 2,4-O-di-acetyl-6-deoxy-3-O-methyl-1-thio-α-L-talopyranoside